CN1CC2(CNC2)C1 6-methyl-2,6-diazaspiro[3.3]heptan